C(C)N1SC2=C(N=C1)C=CC(=C2)N 2-ethyl-7-amino-2H-benzo[e][1,2,4]thiadiazine